BrC=1C=C(C(=NC1OC)Cl)C(=O)O 5-bromo-2-chloro-6-methoxypyridine-3-carboxylic acid